BrC1=CC=CC2=CC=C(C(=C12)Br)Cl 1,8-dibromo-7-chloronaphthalene